7-(((1S,3S)-3-aminocyclopentyl)amino)-1-(pentan-3-yl)-2,6-naphthyridine-3-carbonitrile N[C@@H]1C[C@H](CC1)NC1=NC=C2C=C(N=C(C2=C1)C(CC)CC)C#N